C1CSSC1CCCCC(=O)O (+-)-1,2-dithiolane-3-pentanoic acid